CC(C)C1=C(C(=CC=2COCC21)C(C)C)N(C(=O)N)S(=O)(=O)C2=C(N=C(S2)C(C)(C)O)CO[Si](C)(C)C(C)(C)C [4,6-bis(propan-2-yl)-1,3-dihydro-2-benzofuran-5-yl]-1-[(4-[[(tert-butyldimethylsilyl)oxy]methyl]-2-(2-hydroxypropan-2-yl)-1,3-thiazol-5-yl)sulfonyl]urea